7-Bromopyrido[3,4-d]pyridazin-4(3H)-one BrC1=CC2=C(C(NN=C2)=O)C=N1